ClC1=C(C=CC=C1Cl)N1[C@H]2CN(C[C@@H]1CC2)CC[C@@H]2CC[C@H](CC2)NC(=O)NCC 1-(Trans-4-(2-((1r,5s)-8-(2,3-dichlorophenyl)-3,8-diazabicyclo[3.2.1]oct-3-yl)ethyl)cyclohexyl)-3-ethylurea